(3',5'-di-t-butyl-4'-hydroxyphenyl)propionate C(C)(C)(C)C=1C=C(C=C(C1O)C(C)(C)C)OC(CC)=O